IC1=CSC2=C1CCC(C2)(C)NC(OC(C)(C)C)=O tert-butyl N-(3-iodo-6-methyl-5,7-dihydro-4H-benzothiophen-6-yl)carbamate